2-(4-cyanophenyl)amino-4,6-dichloro-1,3,5-triazine C(#N)C1=CC=C(C=C1)NC1=NC(=NC(=N1)Cl)Cl